C(#N)C(C(=O)OCCCC)=C(C1=CC=C(C=C1)OC)C butyl α-cyano-β-methyl-p-methoxycinnamate